CN1CC2CCC(C1)N2C(=O)C=2C=C1C(=NC2)NC=C1C1=CC=2N(C=C1)N=CC2C(=O)N2CCN(CC2)C (5-(5-(3-methyl-3,8-diazabicyclo[3.2.1]octane-8-carbonyl)-1H-pyrrolo[2,3-b]pyridin-3-yl)pyrazolo[1,5-a]pyridin-3-yl)(4-methylpiperazin-1-yl)methanone